4-(3-chloro-5-((4-methylpiperidin-1-yl)methyl)phenyl)-1H-1,2,3-triazol ClC=1C=C(C=C(C1)CN1CCC(CC1)C)C=1N=NNC1